Cl.FC1=C(C(=C(C=C1)C1=NN=C2N1CCNC2)F)F 3-(trifluorophenyl)-5,6,7,8-tetrahydro-[1,2,4]triazolo[4,3-a]pyrazine hydrochloride